ClC1=NC=C(C(=N1)C1=C(N=C(S1)C(=C)OCC)C(F)(F)F)F (2-chloro-5-fluoro-pyrimidin-4-yl)-2-(1-ethoxyvinyl)-4-(trifluoromethyl)thiazole